CC(C#N)(C)C1=CC=C(C=C1)NC=1N=CC2=C(N1)CNCC2 2-methyl-2-(4-((5,6,7,8-tetrahydropyrido[3,4-d]pyrimidin-2-yl)amino)phenyl)propanenitrile